7-((2-chloro-5,5-dioxido-7,8-dihydro-6H-thiopyrano[3,2-d]pyrimidin-4-yl)amino)-3,4-dihydroquinazolin-2(1H)-one ClC=1N=C(C2=C(N1)CCCS2(=O)=O)NC2=CC=C1CNC(NC1=C2)=O